N1C=C(C2=CC=CC=C12)CCNC(C)C [2-(1H-indol-3-yl)ethyl](propan-2-yl)amine